N[C@@H]1[C@@H](CN(CC1)C1=C(C=NC2=CC=C(C=C12)C=1C(=C(C#N)C=C(C1)F)O)C1=CC(=CC(=C1)F)F)O 3-{4-[cis-4-amino-3-hydroxypiperidin-1-yl]-3-(3,5-difluorophenyl)quinolin-6-yl}-5-fluoro-2-hydroxybenzonitrile